(3-((3aS,4R,6S,6aR)-6-(2-((tert-butoxycarbonyl) oxy) ethoxy)-2,2-dimethyltetrahydro-3aH-cyclopenta[d][1,3]dioxol-4-yl)-5-(propylthio)-3H-[1,2,3]triazolo[4,5-d]pyrimidin-7-yl) carbamate C(N)(OC=1C2=C(N=C(N1)SCCC)N(N=N2)[C@@H]2C[C@@H]([C@H]1OC(O[C@H]12)(C)C)OCCOC(=O)OC(C)(C)C)=O